DL-2-aminophosphonobutyric acid NOP(=O)(O)C(C(=O)O)CC